CN1C(C2(C3=C1C=NC=1C=CC=CC31)CNC2)=O 3'-methyl-2'-oxo-2',3'-dihydrospiro[azetidine-3,1'-pyrrolo[2,3-c]quinolin]